tert-butyl 1-(2-(4-(4-((2,6-dioxopiperidin-3-yl)amino)phenyl)piperidin-1-yl)ethyl)piperidine-4-carboxylate O=C1NC(CCC1NC1=CC=C(C=C1)C1CCN(CC1)CCN1CCC(CC1)C(=O)OC(C)(C)C)=O